3,5-di-tert-butyl-4-hydroxy-benzoic acid C(C)(C)(C)C=1C=C(C(=O)O)C=C(C1O)C(C)(C)C